NC1=NC=CC2=CC(=CC=C12)CNC1=CC=C(C=N1)COC1CCN(CC1)C(=O)OC(C)(C)C tert-Butyl 4-((6-(((1-aminoisoquinolin-6-yl)methyl)amino)pyridin-3-yl)methoxy)piperidine-1-carboxylate